C1N(CCC2=CC=CC=C12)C[C@H](CN1C(C2=CC=C(C=C2CC1)C=1C=NC=CC1)=O)O 2-[(2R)-3-(3,4-dihydro-1H-isoquinolin-2-yl)-2-hydroxy-propyl]-6-(3-pyridinyl)-3,4-dihydroisoquinolin-1-one